N-(3-phenylpropyl)-3-[(5-phenylpyrazin-2-yl)amino]benzamide C1(=CC=CC=C1)CCCNC(C1=CC(=CC=C1)NC1=NC=C(N=C1)C1=CC=CC=C1)=O